N-(5-Fluoropyridin-2-yl)-2-{6-[(2S)-1-methoxyprop-2-yl]-2-(5-methylpyridin-2-yl)-5,8-dioxo-5,6,7,8-tetrahydro-4H-pyrazolo[1,5-a]pyrrolo[3,4-d]pyrimidin-4-yl}acetamide FC=1C=CC(=NC1)NC(CN1C=2N(C(C3=C1C(N(C3)[C@H](COC)C)=O)=O)N=C(C2)C2=NC=C(C=C2)C)=O